C(N(NCCOCCOCCCC(CC(=O)[O-])C(=O)[O-])C(=O)[O-])C(=O)[O-] 6,9-dioxa-3,2-diazatetradecane-1,2,13,14-tetracarboxylate